COC1=CC=C(COC(C(CN2C[C@@H]3N(CC([C@@H]3C2)(F)F)CC2=CC=CC=C2)(C)C)=O)C=C1.C(CCC=C)OCC1=CC=C(N)C=C1 4-[(pent-4-en-1-yloxy)methyl]aniline 4-methoxybenzyl-3-((cis)-1-benzyl-3,3-difluorohexahydropyrrolo[3,4-b]pyrrol-5(1H)-yl)-2,2-dimethylpropionate